COC1=CC=C(C=2C=C(OC21)C#N)C(=C)C 7-methoxy-4-(prop-1-en-2-yl)-1-benzofuran-2-carbonitrile